ClC=1C(=C(C=CC1)NC1=NC=NC2=CC(=C(C=C12)[N+](=O)[O-])C#C[C@]1(CN(CC1)C(=O)OC(C)(C)C)C)F (S)-tert-butyl 3-((4-((3-chloro-2-fluorophenyl)amino)-6-nitroquinazolin-7-yl)ethynyl)-3-methylpyrrolidine-1-carboxylate